C(C)(C)(C)OC(=O)N[C@@H]([C@@H](C(=O)N[C@H](C(=O)OC)C1=C(C(=C(C=C1)F)C(F)(F)F)F)O)CC1=CC=CC=C1 methyl (S)-2-((2S,3R)-3-((tert-butoxycarbonyl)amino)-2-hydroxy-4-phenylbutanamido)-2-(2,4-difluoro-3-(trifluoromethyl)phenyl)acetate